FC1=CC=C(C=C1)N1N=C(C=C1)CC(=O)NC=1SC(=CN1)C(C)C 2-(1-(4-fluorophenyl)-1H-pyrazol-3-yl)-N-(5-isopropylthiazol-2-yl)acetamide